ClC1=C2CN(C(C2=CC(=C1)CO)=O)C1C(N(C(CC1)=O)CO)=O 3-(4-chloro-6-(hydroxymethyl)-1-oxoisoindolin-2-yl)-1-(hydroxymethyl)piperidine-2,6-dione